tert-Butyl 3-(7-bromoimidazo[1,2-a]pyridin-2-yl)piperidine-1-carboxylate BrC1=CC=2N(C=C1)C=C(N2)C2CN(CCC2)C(=O)OC(C)(C)C